1-(2-phenylcyclopropyl)-3-[trans-(7RS,9RS)-9-(1H-benzoimidazol-2-ylamino)-3-cyclopropyl-5-(2-methylpropylsulfamoyl)-8,9-dihydro-7H-cyclopenta[H]isoquinolin-7-yl]urea C1(=CC=CC=C1)C1C(C1)NC(=O)N[C@@H]1C[C@H](C=2C1=CC(=C1C=C(N=CC21)C2CC2)S(NCC(C)C)(=O)=O)NC2=NC1=C(N2)C=CC=C1 |r|